(R)-2-(azetidin-1-yl)-2-(2-(4'-fluoro-2'-(4-methyl-4H-1,2,4-triazol-3-yl)-[1,1'-biphenyl]-3-yl)-7-(trifluoromethyl)benzo[d]oxazol-5-yl)ethan-1-ol N1(CCC1)[C@@H](CO)C=1C=C(C2=C(N=C(O2)C=2C=C(C=CC2)C2=C(C=C(C=C2)F)C2=NN=CN2C)C1)C(F)(F)F